ClC1=NC2=CC=CC=C2N=C1C1=C(C=CC(=C1)Cl)OC 2-chloro-3-(5-chloro-2-methoxyphenyl)quinoxaline